3-acetyl-1-(2-((1R,3S,5R)-3-((6-bromo-3-methylpyridin-2-yl)carbamoyl)-5-methyl-2-azabicyclo[3.1.0]hexan-2-yl)-2-oxoethyl)-1H-indazol-5-yl cyclopropylcarbamate C1(CC1)NC(OC=1C=C2C(=NN(C2=CC1)CC(=O)N1[C@@H]2C[C@@]2(C[C@H]1C(NC1=NC(=CC=C1C)Br)=O)C)C(C)=O)=O